oxazine-6(5H)-carboxylate O1NC=CCC1C(=O)[O-]